5-chloro-N-(3-chloro-4-(4-(4-methylpiperazin-1-yl)piperidin-1-yl)phenyl)-4-(naphthalen-2-yl)pyrimidin-2-amine ClC=1C(=NC(=NC1)NC1=CC(=C(C=C1)N1CCC(CC1)N1CCN(CC1)C)Cl)C1=CC2=CC=CC=C2C=C1